CN1N=NC(=C1C=1C=C2C(=NC1)C1=C(N2C(C2CCOCC2)C2=CC=CC=C2)C=C(S1)C(C)=O)C 1-(6-(1,4-dimethyl-1H-1,2,3-triazol-5-yl)-4-(phenyl-(tetrahydro-2H-pyran-4-yl)methyl)-4H-thieno[2',3':4,5]pyrrolo[3,2-b]pyridin-2-yl)ethan-1-one